C(C=CC1=CC=CC=C1)(=O)SCCNC(CCNC([C@@H](C(COP(OP(OC[C@@H]1[C@H]([C@H]([C@@H](O1)N1C=NC=2C(N)=NC=NC12)O)OP(=O)(O)O)(=O)O)(=O)O)(C)C)O)=O)=O cinnamyl-CoA